(S)-2-((tert-butoxycarbonyl)amino)-3-(2-hydroxyl-5-(trifluoromethyl)pyridin-3-yl)propionic acid methyl ester COC([C@H](CC=1C(=NC=C(C1)C(F)(F)F)O)NC(=O)OC(C)(C)C)=O